C[C@H]1C(NC=2C=NC(=NC2N1C)NCC=1C=NN(C1)CC1=CC=C(C=C1)C(F)(F)F)=O (7S)-7,8-dimethyl-2-(((1-(4-(trifluoromethyl)benzyl)-1H-pyrazol-4-yl)methyl)amino)-7,8-dihydropteridin-6(5H)-one